trimethoxysilylpropyltrimethoxyammonium CO[Si](OC)(OC)CCC[N+](OC)(OC)OC